2-methoxy-10-chloro-9-hydroxyanthracene-1,4-dione COC=1C(C2=C(C3=CC=CC=C3C(=C2C(C1)=O)Cl)O)=O